(E)-6-((6-chloro-2-methyl-2H-indazol-5-yl)imino)-3-(prop-2-yn-1-yl)-1-(2,4,5-trifluorobenzyl)-1,3,5-triazine-2,4-dione ClC=1C(=CC2=CN(N=C2C1)C)\N=C\1/NC(N(C(N1CC1=C(C=C(C(=C1)F)F)F)=O)CC#C)=O